3-(4-(1,3-dioxolan-2-yl)piperidin-1-yl)-6-chloro-2-methylpyridine O1C(OCC1)C1CCN(CC1)C=1C(=NC(=CC1)Cl)C